C(C)(C)(C)OC(N(C)C=1C=C(C(=C2C3=C(NC12)N=CC(=C3N3CC[C@@H]1[C@H]3CN(C1)C)Cl)F)F)=O N-[4-[(3aS,6aS)-5-methyl-2,3,3a,4,6,6a-hexahydropyrrolo[2,3-c]pyrrol-1-yl]-3-chloro-5,6-difluoro-9H-pyrido[2,3-b]indol-8-yl]-N-methyl-carbamic acid tert-butyl ester